(R)-6-chloro-7-fluoro-2-(3-(1-fluoroethyl)-1H-1,2,4-triazol-5-yl)-5-methoxy-1-methyl-3-(1H-pyrazol-4-yl)-1H-indole ClC1=C(C=C2C(=C(N(C2=C1F)C)C1=NC(=NN1)[C@@H](C)F)C=1C=NNC1)OC